rac-6-(2-fluoro-4-(1-methyl-1H-pyrazol-3-yl)benzyl)-2-(trans-2-hydroxycyclopentyl)-5-methylisoindolin-1-one FC1=C(CC2=C(C=C3CN(C(C3=C2)=O)[C@H]2[C@@H](CCC2)O)C)C=CC(=C1)C1=NN(C=C1)C |r|